6,7-dihydro-4H-pyrazolo[5,1-c][1,4]oxazine-4,4,7,7-d4 N1=CC=C2C(OCC(N21)([2H])[2H])([2H])[2H]